1-heptenyldimethylethoxysilane C(=CCCCCC)C(C)O[SiH](C)C